N-[3-[2-[[1-(2,2-difluoroethyl)-3-methyl-pyrazol-4-yl]amino]-5-fluoro-pyrimidin-4-yl]-1-methyl-indol-6-yl]prop-2-enamide FC(CN1N=C(C(=C1)NC1=NC=C(C(=N1)C1=CN(C2=CC(=CC=C12)NC(C=C)=O)C)F)C)F